dihydro-5-methyl-2-Furancarboxylic acid, ethyl ester CC1=CCC(O1)C(=O)OCC